2-Methyl 6-(8-(benzo[d]thiazol-2-ylcarbamoyl)-3,4-dihydroisoquinolin-2(1H)-yl)-3-bromopicolinate S1C(=NC2=C1C=CC=C2)NC(=O)C=2C=CC=C1CCN(CC21)C2=CC=C(C(=N2)C(=O)OC)Br